O=C1NC(CCC1N1C(C2=CC=CC(=C2C1=O)NCC1=CC(=C(CN2CC(C2)OC2=CC=C(C#N)C=C2)C=C1)C)=O)=O 4-(1-(4-((2-(2,6-dioxopiperidin-3-yl)-1,3-dioxoisoindolin-4-ylamino)methyl)-2-methylbenzyl)azetidin-3-yloxy)benzonitrile